COC1=CC2=C(N(N=N2)C2=NC(=NC(=C2)C2=CN=C(S2)C)N)C=C1 4-(5-Methoxy-1,2,3-benzotriazol-1-yl)-6-(2-methyl-1,3-thiazol-5-yl)pyrimidin-2-amine